[C@@H]12[C@H](C[C@@H](CC1)N2)O |r| (±)-(1S,2S,4R)-7-azabicyclo[2.2.1]heptan-2-ol